CN1[C@@H](CCC1)CN[C@@H]([C@@H](C1=CC=CC=C1)NS(=O)(=O)C1=CC=C(C=C1)C)C1=CC=CC=C1 N-((1R,2R)-2-((((S)-1-Methylpyrrolidin-2-yl)methyl)amino)-1,2-diphenylethyl)-4-methylbenzenesulfonamide